(4aR,8aS)-6-(3-(2'-Methyl-[1,1'-biphenyl]-4-yl)azetidine-1-carbonyl)hexahydro-2H-pyrido[4,3-b][1,4]oxazin-3(4H)-one CC1=C(C=CC=C1)C1=CC=C(C=C1)C1CN(C1)C(=O)N1C[C@@H]2[C@@H](OCC(N2)=O)CC1